ClC1=CC(=C(C=C1Cl)CN1C(C/C(/CC1)=C/OC)C1=CC=CC=C1)OC (4E)-1-[(4,5-dichloro-2-methoxyphenyl)methyl]-4-(methoxymethylidene)-2-phenylpiperidine